5-(2-fluoro-6-hydroxy-3-(piperidin-4-ylidenemethyl)phenyl)-1,2,5-thiadiazolidin-3-one 1,1-dioxide FC1=C(C(=CC=C1C=C1CCNCC1)O)N1CC(NS1(=O)=O)=O